behenyl cyanide C(CCCCCCCCCCCCCCCCCCCCC)C#N